C1(CCCCC1)[C@@H](C(N[C@H](C=O)C[C@H]1C(NCC1)=O)=O)NC(OCC1=CC(=CC=C1)Cl)=O 3-Chlorobenzyl ((S)-1-cyclohexyl-2-oxo-2-(((S)-1-oxo-3-((S)-2-oxopyrrolidin-3-yl)propan-2-yl)amino)ethyl)carbamate